(R)-4-(2'-acryloyl-2',3'-dihydro-1'H-spiro[cyclopropane-1,4'-isoquinolin]-5'-yl)-3-chloro-5-fluoro-2-methyl-1H-indole-7-carboxamide C(C=C)(=O)N1CC2=CC=CC(=C2C2(C1)CC2)C2=C1C(=C(NC1=C(C=C2F)C(=O)N)C)Cl